2-(2-(6-((cis)-2,6-dimethylmorpholino)pyridin-2-yl)-1,6-naphthyridin-7-yl)-N-((S)-1-((2-hydroxyethyl)sulfonyl)piperidin-3-yl)acetamide C[C@@H]1O[C@@H](CN(C1)C1=CC=CC(=N1)C1=NC2=CC(=NC=C2C=C1)CC(=O)N[C@@H]1CN(CCC1)S(=O)(=O)CCO)C